tert-Butyl ((1R,4r)-4-(2-(((R)-2-(3-fluorophenyl)-2-hydroxyethyl)amino)-2-methylpropyl)cyclohexyl)(methyl)carbamate FC=1C=C(C=CC1)[C@H](CNC(CC1CCC(CC1)N(C(OC(C)(C)C)=O)C)(C)C)O